(7R,17E)-9-methyl-7-[(7-methyl-1H-indazol-5-yl)methyl]-12,15,25-trioxa-4,6,9,21,23-pentazatetracyclo[17.6.2.21,4.022,26]nonacosa-17,19(27),20,22(26)-tetraene-5,8,24-trione CN1C([C@H](NC(N2CCC3(OC(NC=4N=CC(/C=C/COCCOCC1)=CC34)=O)CC2)=O)CC=2C=C3C=NNC3=C(C2)C)=O